C(C)C1=NSC(=C1)CC ethyl-5-ethyl-1,2-thiazole